1-[2-(dimethylamino)-2-oxo-ethyl]imidazole-4-carboxylic acid methyl ester COC(=O)C=1N=CN(C1)CC(=O)N(C)C